tert-butyl (1S,2R,3R,5R)-2-fluoro-3-((6-(2-(methoxymethoxy)phenyl)pyridazin-3-yl)(methyl)amino)-8-azabicyclo[3.2.1]octane-8-carboxylate F[C@H]1[C@@H]2CC[C@H](C[C@H]1N(C)C=1N=NC(=CC1)C1=C(C=CC=C1)OCOC)N2C(=O)OC(C)(C)C